1-(3-chloro-3'-(6-chloropyridazin-4-yl)-5'-fluoro-2'-methoxy-[1,1'-biphenyl]-4-yl)-3-methyl-1H-imidazol-2(3H)-one ClC=1C=C(C=CC1N1C(N(C=C1)C)=O)C1=C(C(=CC(=C1)F)C1=CN=NC(=C1)Cl)OC